CC[C@@H]1[C@@]([C@@H]([C@H](C(=O)[C@@H](C[C@@]([C@@H]([C@H]([C@@H]([C@H](C(=O)O1)C)O[C@H]2C[C@@]([C@H]([C@@H](O2)C)O)(C)O)C)O[C@H]3[C@@H]([C@H](C[C@H](O3)C)[NH+](C)C)O)(C)O)C)C)O)(C)O The molecule is an erythromycin cation that is the conjugate acid of erythromycin C, arising from protonation of the tertiary amino group on the 3,4,6-trideoxy-3-(dimethylamino)-beta-D-xylo-hexopyranosyl residue; major species at pH 7.3. It is a conjugate acid of an erythromycin C.